ClC(CC(C[C@@H](C(=O)O)N(C)C)C(F)(F)F)CC\C=C/CCCCCCCC (1S,2S)-6-chloro-2-(dimethylamino)-4-(trifluoromethyl)oleic acid